N1C(CC2=CC=CC=C12)C(=O)[O-] 2,3-dihydro-1H-indole-2-carboxylate